decyl caprylate C(CCCCCCC)(=O)OCCCCCCCCCC